ClC1=C(C(=O)N2CC3=CC=CC(=C3C(N2)=O)[C@@H]([C@H](C(=O)O)C)CC)C(=CC(=C1)C=1C=NN(C1)C)Cl (2R,3R)-3-[2-[2,6-Dichloro-4-(1-methylpyrazol-4-yl)benzoyl]-4-oxo-1,3-dihydrophthalazin-5-yl]-2-methylpentanoic acid